(R)-3-(1-((6-(1-acetyl-4-hydroxy-piperidine-4-yl)-7-methoxy-2-methylquinazolin-4-yl)amino)ethyl)-2-methylbenzonitrile C(C)(=O)N1CCC(CC1)(O)C=1C=C2C(=NC(=NC2=CC1OC)C)N[C@H](C)C=1C(=C(C#N)C=CC1)C